(15S)-6-(3,3-difluoropyrrolidin-1-yl)-12-isopropyl-15-methyl-5,8,12,13-tetrazatetracyclo[15.4.0.02,7.010,14]henicosa-1(21),2(7),3,5,10,13,17,19-octaen-9-one FC1(CN(CC1)C1=NC=CC=2C3=CC=CC=C3C[C@@H](C3=NN(C=C3C(NC12)=O)C(C)C)C)F